CN(C1=CC=C(C=C1)C1=CC=NN1)C 5-(4-(dimethylamino)phenyl)-1H-pyrazol